(3,4'-dimethyl-[2,3'-bipyridin]-2'-yl)((1S,4R,6R)-6-((5-(trifluoromethyl)pyridin-2-yl)oxy)-2-azabicyclo[2.2.2]oct-2-yl)methanone CC=1C(=NC=CC1)C=1C(=NC=CC1C)C(=O)N1[C@@H]2[C@@H](C[C@H](C1)CC2)OC2=NC=C(C=C2)C(F)(F)F